2,6,2',6'-tetrakis(trifluoromethyl)benzidine FC(C1=C(C(=CC(=C1)N)C(F)(F)F)C1=C(C=C(N)C=C1C(F)(F)F)C(F)(F)F)(F)F